C1(=CC=CC=C1)C1=NC=CC(=N1)C1=CC=CC=C1 2,4-diphenylpyrimidine